C(C)N1[C@H](CCC1)CC(=O)NC(COC1=NC=CC=C1C(F)(F)F)(C)C (R)-2-(1-ethylpyrrolidin-2-yl)-N-(2-methyl-1-((3-(trifluoromethyl)pyridin-2-yl)oxy)propan-2-yl)acetamide